CC=1C=C2N(C3=C(NC2=O)C=C(C=N3)C(=O)O)C1 8-methyl-6-oxo-5,6-dihydropyrido[3,2-e]pyrrolo[1,2-a]pyrazine-3-carboxylic acid